ClC(=C(Cl)Cl)SC[C@H](NC(C)=O)C(=O)O S-trichlorovinyl-N-acetylcysteine